C1(CCCC1)NC=1SC(=C(N1)C)C1=NC(=NC=C1F)NC1=NC=C(C=C1)N1CCN(CC1)C N-cyclopentyl-5-(5-fluoro-2-((5-(4-methylpiperazin-1-yl)pyridin-2-yl)amino)pyrimidin-4-yl)-4-methylthiazol-2-amine